(S)-oxetane-2-carboxylic acid O1[C@@H](CC1)C(=O)O